(R)-7-(6-(3-(dimethylamino)propoxy)pyridin-3-yl)-2,10-dimethyl-9,10-dihydro-8-oxa-2,4,10a-triazanaphtho[2,1,8-cde]azulen-1(2H)-one CN(CCCOC1=CC=C(C=N1)C1=CC=C2N=CC=3N(C(N4[C@@H](COC1=C2C34)C)=O)C)C